C(C)(C)(C)OC(=O)N1C2(C=CC(C1)CC2)OS(=O)(=O)C(F)(F)F (((trifluoromethyl)sulfonyl)oxy)-2-azabicyclo[2.2.2]oct-5-ene-2-carboxylic acid tert-butyl ester